(1r,4r)-4-((4-cyano-3-cyclopropylphenoxy)cyclohexyl)pyridazine-3-carboxamide C(#N)C1=C(C=C(OC2(CCCCC2)C2=C(N=NC=C2)C(=O)N)C=C1)C1CC1